tert-Butyl 2,2-dimethyl-4-[4-[methyl-(5-sulfamoyl-2-pyridyl)amino]butyl]pyrrolidine-1-carboxylate CC1(N(CC(C1)CCCCN(C1=NC=C(C=C1)S(N)(=O)=O)C)C(=O)OC(C)(C)C)C